FC(C)(F)C1=NC(=CC(=N1)NC1=CC(=NC=C1C1=NC=NC(=C1)OCC)NC(C)=O)C N-(4-((2-(1,1-difluoroethyl)-6-methylpyrimidin-4-yl)amino)-5-(6-ethoxypyrimidin-4-yl)pyridin-2-yl)acetamide